((1r,3r)-1-methyl-3-((5-(pyrazolo[1,5-a]pyridin-5-yl)-7H-pyrrolo[2,3-d]pyrimidin-2-yl)amino)cyclobutyl)(pyrrolidin-1-yl)methanone CC1(CC(C1)NC=1N=CC2=C(N1)NC=C2C2=CC=1N(C=C2)N=CC1)C(=O)N1CCCC1